N(=O)C(C(=O)C1=CC=CC=C1)C nitrosopropiophenone